C1N(CCC2=CC=CC=C12)C[C@H](CN1CCOC2=C(C1=O)C=CC(=C2)OC2CN(C2)C(CC)=O)O 4-[(2R)-3-(3,4-dihydro-1H-isoquinolin-2-yl)-2-hydroxy-propyl]-8-(1-propanoylazetidine-3-yl)oxy-2,3-dihydro-1,4-benzoxazepine-5-one